OCC1=CC=C(C=C1)N1C(COCC1)=O (4-(hydroxymethyl)phenyl)morpholin-3-one